(1-(6-(4-chlorophenyl)-2-(1-methyl-1H-pyrazol-4-yl)pyrimidin-4-yl)-4-(methylsulfonyl)piperidin-4-yl)methanol ClC1=CC=C(C=C1)C1=CC(=NC(=N1)C=1C=NN(C1)C)N1CCC(CC1)(S(=O)(=O)C)CO